oxazol-5-ylmethyl (4-((2-(pyridin-3-yl)pyrrolidin-1-yl)methyl)phenyl)carbamate N1=CC(=CC=C1)C1N(CCC1)CC1=CC=C(C=C1)NC(OCC1=CN=CO1)=O